(((7-methoxy-2-methyl-3-(4'-(trifluoromethoxy)-[1,1'-biphenyl]-4-yl) quinolin-4-yl) oxy) methyl) ethyl carbonate C(OCOC1=C(C(=NC2=CC(=CC=C12)OC)C)C1=CC=C(C=C1)C1=CC=C(C=C1)OC(F)(F)F)(OCC)=O